3-{[1-({(3R,4R)-1-[(2-benzyl-4-methyl-1,3-thiazol-5-yl)carbonyl]-3-phenylpiperidin-4-yl}carbonyl)-4-hydroxypiperidin-4-yl]methyl}-7-methyl-3,7-dihydro-4H-pyrrolo[2,3-d]pyrimidin-4-one C(C1=CC=CC=C1)C=1SC(=C(N1)C)C(=O)N1C[C@H]([C@@H](CC1)C(=O)N1CCC(CC1)(O)CN1C=NC2=C(C1=O)C=CN2C)C2=CC=CC=C2